(2S,5S)-5-(hydroxymethyl)-2-methylpiperazine-1-carboxylic acid tert-butyl ester C(C)(C)(C)OC(=O)N1[C@H](CN[C@@H](C1)CO)C